CC1=NC2=CC=CC=C2C(=N1)OCCN1CCC(CC1)(O)C(F)(F)F 1-(2-((2-methylquinazolin-4-yl)oxy)ethyl)-4-(trifluoromethyl)piperidin-4-ol